BrC1=C(C=C(C=C1)NC1OCCC(C1)C(=O)O)COCCC(C)C ((4-bromo-3-((isopentyloxy)methyl)phenyl)amino)tetrahydro-2H-pyran-4-carboxylic acid